(S)-6-(1-amino-1,3-dihydrospiro[indene-2,4'-piperidin]-1'-yl)-3-(1-(2-chloro-3-hydroxyphenyl)cyclopropyl)-1,5-dihydro-4H-pyrazolo[3,4-d]pyrimidin-4-one N[C@@H]1C2=CC=CC=C2CC12CCN(CC2)C=2NC(C1=C(N2)NN=C1C1(CC1)C1=C(C(=CC=C1)O)Cl)=O